[Cl-].CO[Si](CCC[N+](CCCCCCCCCCCCCCCCCC)(C)C)(OC)OC 3-(trimethoxy-silyl)propyl-dimethyloctadecyl-ammonium chloride